BrC1=CC(=C(C(=O)NCCN2C[C@@H](CC2)F)C(=C1)C)C (R)-4-bromo-N-(2-(3-fluoropyrrolidin-1-yl)ethyl)-2,6-dimethylbenzamide